C(C)N(CC)CC.CC1(C=NC=2C=CC3=C(C12)C=CC(=C3)S(=O)(=O)O)C 1,1-dimethyl-benzo[E]indole-7-sulfonic acid triethylamine salt